N-((4-Chloro-3-methylphenyl)sulfonyl)-2-(4-fluoro-2-isopropyl-6-(2-methoxypyridin-4-yl)phenyl)acetamide, potassium salt [K].ClC1=C(C=C(C=C1)S(=O)(=O)NC(CC1=C(C=C(C=C1C1=CC(=NC=C1)OC)F)C(C)C)=O)C